cyclopentadiene-1-ene C=1=C=CCC1